chloro-2-[4-(methoxymethyl)-4-methylpiperidin-1-yl]-3-nitropyridine ClC1=C(C(=NC=C1)N1CCC(CC1)(C)COC)[N+](=O)[O-]